Tetrahydro-2H-pyran-4-yl (1-hydroxy-7-methyl-1,3-dihydrobenzo[c][1,2]oxaborole-6-carbonyl)-L-valinate OB1OCC2=C1C(=C(C=C2)C(=O)N[C@@H](C(C)C)C(=O)OC2CCOCC2)C